ethyl (R,E)-4-((1S,3R,4S)-2-((3-chlorophenyl)-L-leucyl)-5,5-difluoro-2-azabicyclo[2.2.2]octane-3-carboxamido)-2-fluoro-5-((S)-2-oxopyrrolidin-3-yl)pent-2-enoate ClC=1C=C(C=CC1)N[C@@H](CC(C)C)C(=O)N1[C@@H]2CC([C@H]([C@@H]1C(=O)N[C@@H](/C=C(\C(=O)OCC)/F)C[C@H]1C(NCC1)=O)CC2)(F)F